ClC=1C=C(C=CC1F)NC1=NC=NC2=CC(=C(C=C12)OC[C@H]1OCCC1)OCCN1CC(OC(C1)=O)(C)C 4-[(3-chloro-4-fluorophenyl)amino]-7-[2-(2,2-dimethyl-6-oxo-morpholin-4-yl)-ethoxy]-6-[(S)-(tetrahydrofuran-2-yl)methoxy]-quinazoline